OC[C@H]1NCCC1 (S)-2-hydroxymethyl-pyrrolidine